FC=1C=C(C(=NC1N1N=CC=C1)NC=1C=C2CC[C@@H](C2=CC1)NC(C)=O)[N+](=O)[O-] (S)-N-(5-((5-fluoro-3-nitro-6-(1H-pyrazol-1-yl)pyridin-2-yl)amino)-2,3-dihydro-1H-inden-1-yl)acetamide